CS(=O)(=O)CCNC(O)=O.C(N)(OCCS(=O)(=O)C)=O 2-methylsulfonylethyl carbamate (2-methylsulfonylethyl carbamate)